9-methyl-9H-fluorene CC1C2=CC=CC=C2C=2C=CC=CC12